Pyridin-2-yl(1-(quinolin-3-ylmethyl)piperidin-4-yl)methanone N1=C(C=CC=C1)C(=O)C1CCN(CC1)CC=1C=NC2=CC=CC=C2C1